(R)-1-isobutyl-3-methyl-3,4-dihydro-1H-2-quinoxalinone C(C(C)C)N1C([C@H](NC2=CC=CC=C12)C)=O